FC(C(=O)O)(CC)F 2,2-difluorobutyric acid